C(C)(C)N(C(=O)C1=C(OC=2C(=NC=NC2)N2CC3(C2)CCN(CC3)CC3CCC(CC3)NS(=O)(=O)N3[C@@H]2CN[C@H](C3)C2)C=CC(=C1)F)C(C)C (1S,4S)-5-(N-(4-((2-(5-(2-(Diisopropylcarbamoyl)-4-fluorophenoxy)pyrimidin-4-yl)-2,7-diazaspiro[3.5]nonan-7-yl)methyl)cyclohexyl)aminosulfonyl)-2,5-diazabicyclo[2.2.1]heptane